3-(4-{[(3,3-dimethylcyclobutyl)methyl][(1r,4r)-4-[(3,3,3-trifluoropropyl)amino]cyclohexyl]amino}-1-oxo-3H-isoindol-2-yl)piperidine-2,6-dione CC1(CC(C1)CN(C1=C2CN(C(C2=CC=C1)=O)C1C(NC(CC1)=O)=O)C1CCC(CC1)NCCC(F)(F)F)C